N[C@@H]1CN(C[C@H]1NC(C1=CC=C(C=C1)C(C1=C(C=CC=C1)OCOCC)=O)=O)C(=O)OC(C)(C)C tert-butyl (3R,4R)-3-amino-4-(4-(2-(ethoxymethoxy)benzoyl)benzamido)pyrrolidine-1-carboxylate